(S)-2-((4-(3-((2-Chloro-4-methylphenyl)(methyl)amino)benzylidene)piperidin-1-yl)methyl)-1-(oxetan-2-ylmethyl)-1H-benzo[d]imidazole-6-carboxylic acid ClC1=C(C=CC(=C1)C)N(C=1C=C(C=C2CCN(CC2)CC2=NC3=C(N2C[C@H]2OCC2)C=C(C=C3)C(=O)O)C=CC1)C